C1(=CC=C(C=C1)/C=C/C(=O)N(C1CSCC1)C1=NC=CC=C1)C (E)-3-(p-tolyl)-N-(2-pyridyl)-N-tetrahydrothiophen-3-yl-prop-2-enamide